N-benzyl-N-(4-isobutoxybenzyl)-4-(pyrrolidin-3-yl)pyrimidin-2-amine C(C1=CC=CC=C1)N(C1=NC=CC(=N1)C1CNCC1)CC1=CC=C(C=C1)OCC(C)C